(6S)-6-methyl-3-[(3S)-3-methyl-1,1-dioxo-1,2,5-thiadiazolidin-2-yl]-6,7-dihydro-4H-pyrazolo[1,5-a]pyrazine-5-carboxylic acid tert-butyl ester C(C)(C)(C)OC(=O)N1CC=2N(C[C@@H]1C)N=CC2N2S(NC[C@@H]2C)(=O)=O